2-(5-bromo-1-(cyclopropylmethyl)-1H-indol-2-yl)-7-methoxy-1-methyl-1H-benzo[d]Imidazole-5-carboxylic acid methyl ester COC(=O)C1=CC2=C(N(C(=N2)C=2N(C3=CC=C(C=C3C2)Br)CC2CC2)C)C(=C1)OC